C(C)OC(=O)C1=CSC(=C1CN(C)C)C1=CC=C(C=C1)[N+](=O)[O-] 4-((dimethylamino)methyl)-5-(4-nitrophenyl)thiophen-3-carboxylic acid ethyl ester